Hexamethylene bis-thiosulfate disodium salt dihydrate O.O.[Na].[Na].S1(=S)(=S)OCCCCCCO1